FC(C=1C(=C(C=CC1)[C@@H](C)NC=1C=2C(N=C(N1)C)=C(C(N(C2)C2(CC2)CF)=O)C(=O)OC)F)F Methyl (R)-4-((1-(3-(difluoromethyl)-2-fluorophenyl)ethyl)amino)-6-(1-(fluoromethyl)cyclopropyl)-2-methyl-7-oxo-6,7-dihydropyrido[4,3-d]pyrimidine-8-carboxylate